ClC=1N=CC2=C(N1)N(C(=C2)C=O)C2(CCCCC2)CNC(OC(C)(C)C)=O tert-butyl ((1-(2-chloro-6-formyl-7H-pyrrolo[2,3-d]pyrimidin-7-yl)cyclohexyl)methyl)carbamate